4,5-diethyl-1H-triazole C(C)C=1N=NNC1CC